(S)-1-[(S)-3-Methyl-1-({4-[2-oxo-2-(1-pyrrolidinyl)ethyl]-1-piperidyl}carbonyl)butyl]-3-isobutyl-2-piperazinone CC(C[C@@H](C(=O)N1CCC(CC1)CC(N1CCCC1)=O)N1C([C@@H](NCC1)CC(C)C)=O)C